COC=1C=C(C=C(C1)OC)/C=C/C(=O)OCCCC1=CC=CC=C1 (E)-3-phenylpropyl 3-(3,5-dimethoxyphenyl)acrylate